2-(3-(2,4,5-trifluorobenzyl)-4-(6-chloro-2-methyl-2H-indazol-5-ylamino)-2,3-dihydro-2,6-dioxopyrimidin-1(6H)-yl)-N-(2-amino-2-methylpropyl)acetamide FC1=C(CN2C(N(C(C=C2NC2=CC3=CN(N=C3C=C2Cl)C)=O)CC(=O)NCC(C)(C)N)=O)C=C(C(=C1)F)F